FC(C)(F)C1=NC(=CC(=N1)NC1=CC(=NC=C1C1=NN2C(C(NCC2)=O)=C1)NC(C)=O)C N-(4-((2-(1,1-difluoroethyl)-6-methylpyrimidin-4-yl)amino)-5-(4-oxo-4,5,6,7-tetrahydropyrazolo[1,5-a]pyrazin-2-yl)pyridin-2-yl)acetamide